4-((2-((trans)-4-(2-Chloro-4,6-difluorophenyl)-cyclohexyl)ethyl)amino)tetrahydro-2H-pyran ClC1=C(C(=CC(=C1)F)F)[C@@H]1CC[C@H](CC1)CCNC1CCOCC1